C(C)(C)(C)[Si](C)(C)O[C@H]1[C@@H](CC1)N=C=S tert-butyl((1R,2R)-2-isothiocyanocyclobutoxy)dimethylsilane